2-(1-((2r,3r)-3-(2,4-difluorophenyl)-3-hydroxy-4-(1H-1,2,4-triazol-1-yl)-2-butyl)piperidin-4-ylidene)-N-(3-fluorophenyl)acetamide FC1=C(C=CC(=C1)F)[C@]([C@@H](C)N1CCC(CC1)=CC(=O)NC1=CC(=CC=C1)F)(CN1N=CN=C1)O